1-((5-(2,4-difluoro-3-hydroxyphenyl)-1,3,4-thiadiazol-2-yl)methyl)-3-ethyl-5-methylimidazolidine-2,4-dione FC1=C(C=CC(=C1O)F)C1=NN=C(S1)CN1C(N(C(C1C)=O)CC)=O